tert-butyl 4-(2-bromo-6-(methylcarbamoyl) pyridin-3-yl)piperazine-1-carboxylate BrC1=NC(=CC=C1N1CCN(CC1)C(=O)OC(C)(C)C)C(NC)=O